(2-carboxymethoxy-ethoxy)-acetic acid C(=O)(O)COCCOCC(=O)O